(R)-3-(amino)-4-(2-naphthyl)butyric acid N[C@@H](CC(=O)O)CC1=CC2=CC=CC=C2C=C1